benzotriazole sodium hydroxide [OH-].[Na+].N1N=NC2=C1C=CC=C2